C(C)(C)(C)OC(=O)N1[C@H](CCC1)C(=O)O (2R)-1-t-butoxycarbonylpyrrolidine-2-carboxylic acid